ClC1=CC(=C(C=N1)N(C(OC(C)(C)C)=O)CC)C1=C(C=C(C=C1)F)C(=O)NNC(NC)=S tert-Butyl (6-chloro-4-(4-fluoro-2-(2-(methylcarbamothioyl)hydrazine-1-carbonyl)phenyl)pyridin-3-yl)(ethyl)carbamate